2,3-bis(tetradecyloxy)propyl-(2-hydroxyethyl)-dimethyl-ammonium C(CCCCCCCCCCCCC)OC(C[N+](C)(C)CCO)COCCCCCCCCCCCCCC